6-fluoro-4-(1,4-dioxaspiro[4.5]dec-8-yl)quinoline FC=1C=C2C(=CC=NC2=CC1)C1CCC2(OCCO2)CC1